4,4-difluoro-N-[(1S,2S)-2-(6-fluoro-2,3-dimethylphenyl)-1-(5-oxo-4H-1,3,4-oxadiazol-2-yl)propyl]piperidine-1-sulfonamide FC1(CCN(CC1)S(=O)(=O)N[C@@H]([C@@H](C)C1=C(C(=CC=C1F)C)C)C=1OC(NN1)=O)F